Cl.FC(CNC(=O)N)(F)F (2,2,2-trifluoroethyl)urea hydrochloride